ClC=1C(=C(C(=O)N)C=CC1)O 3-chloro-2-hydroxybenzamide